N-(5-(3-(7H-pyrrolo[2,3-d]pyrimidin-4-yl)pyridin-2-ylamino)-2,4-difluorophenyl)-3-(2-cyanopropan-2-yl)benzamide N1=CN=C(C2=C1NC=C2)C=2C(=NC=CC2)NC=2C(=CC(=C(C2)NC(C2=CC(=CC=C2)C(C)(C)C#N)=O)F)F